(R)-2-methyl-N-(oxetan-3-ylidene)propane-2-sulfinamide Tert-butyl-(12aR)-9-bromo-8,10-difluoro-3,4,12,12a-tetrahydro-6H-pyrazino[2,1-c][1,4]benzoxazepine-2(1H)-carboxylate C(C)(C)(C)OC(=O)N1C[C@@H]2COC3=C(CN2CC1)C=C(C(=C3F)Br)F.CC(C)(C)[S@@](=O)N=C3COC3